COC(=O)C1=C(N(C2=NC(=C(C(=C21)CO)C)C)C2=C(C(=CC=C2C)OC)C)N 2-amino-4-(hydroxymethyl)-1-(3-methoxy-2,6-dimethylphenyl)-5,6-dimethyl-1H-pyrrolo[2,3-b]pyridine-3-carboxylic acid methyl ester